C(\C=C\C(=O)OC)(=O)OCCOC(=O)OC1CCCCC1 (cyclohexyloxycarbonyloxy)ethyl methyl (2E)-but-2-ene-1,4-dioate